2'-(6-amino-5-cyanopyridin-3-yl)-N-[(1R)-1-(4-fluorophenyl)ethyl]-5',6'-dihydrospiro[azetidine-3,4'-pyrrolo[1,2-b]pyrazole]-1-carboxamide NC1=C(C=C(C=N1)C=1C=C2N(N1)CCC21CN(C1)C(=O)N[C@H](C)C1=CC=C(C=C1)F)C#N